COC1=CC=C(COCN2C=NC=C2)C=C1 3-(((4-methoxybenzyl)oxy)methyl)imidazole